FC(OC1=C(C=CC=C1C)C1=C2C(=C(N=N1)N[C@H]1CN(CCC1)C)C=NC=C2)F 1-[2-(difluoromethoxy)-3-methylphenyl]-N-[(3R)-1-methylpiperidin-3-yl]pyrido[3,4-d]pyridazin-4-amine